Cl.N[C@@H](CO)[C@H](C)O (2S,3S)-2-amino-butane-1,3-diol hydrochloride